8-methyl-7-(3-(((2-methyloxazol-5-yl)methyl)amino)-7,8-dihydro-1,6-naphthyridin-6(5H)-yl)-4H-pyrimido[1,2-b]pyridazin-4-one CC1=CC=2N(N=C1N1CC=3C=C(C=NC3CC1)NCC1=CN=C(O1)C)C(C=CN2)=O